(1R,4R)-5-((S)-8-((4-(difluoromethoxy)phenyl)sulfonyl)-8-azaspiro[4.5]dec-2-yl)-2-oxa-5-azabicyclo[2.2.1]heptane FC(OC1=CC=C(C=C1)S(=O)(=O)N1CCC2(CC[C@@H](C2)N2[C@H]3CO[C@@H](C2)C3)CC1)F